NC(C(=O)NCCCCCCCC\C=C/CCCCCCCC)CC(=O)NCCCCCCCC\C=C/CCCCCCCC 2-amino-N,N'-bis[(Z)-octadec-9-enyl]butanediamide